FC1=C(C=CC=C1)CC(=O)NC[C@H]([C@@H](O)[C@H]1[C@@H]([C@H](C[C@@](O1)(C(=O)O)OCC1=CC=C(C=C1)OCC#C)O)NC(CO)=O)O (2R,4S,5R,6R)-6-((1R,2R)-3-(2-(2-fluorophenyl)acetamido)-1,2-dihydroxypropyl)-4-hydroxy-5-(2-hydroxyacetamido)-2-((4-(prop-2-yn-1-yloxy)benzyl)oxy)tetrahydro-2H-pyran-2-carboxylic acid